C(C)(C)(C)OC(NS(=O)(=O)C1=CC(=CC=C1)C1=CN=C2N1C=C(C=C2)Br)=O tert-butyl((3-(6-bromoimidazo[1,2-a]pyridin-3-yl)phenyl)sulfonyl)carbamate